C=C(C(=O)OCOC(=O)OC(C)C)CC(=O)OC 1-(((Isopropoxycarbonyl) oxy) methyl) 4-methyl 2-methylenesuccinate